FC1=C(C(=CC(=C1F)F)F)[B-](C1=C(C(=C(C=C1F)F)F)F)(C1=C(C(=C(C=C1F)F)F)F)C1=C(C(=C(C=C1F)F)F)F.C[NH+](C)C trimethyl-ammonium tetrakis(2,3,4,6-tetrafluorophenyl)borate